N-(4-cyano-3-(4,4-difluoropiperidin-1-yl)-5-methylphenyl)-4-((2-hydroxyethyl)sulfonylamino)-2-(6-azaspiro[2.5]oct-6-yl)benzamide C(#N)C1=C(C=C(C=C1C)NC(C1=C(C=C(C=C1)NS(=O)(=O)CCO)N1CCC2(CC2)CC1)=O)N1CCC(CC1)(F)F